triglycerol diphosphate OP(O)(=O)OP(=O)(O)O.OCC(O)CO.OCC(O)CO.OCC(O)CO